(5S)-3-[[6-[3-(Difluoromethoxy)-4-fluoro-phenyl]-3-methyl-pyrazin-2-yl]methyl]-5-methyl-oxazolidin-2-one FC(OC=1C=C(C=CC1F)C1=CN=C(C(=N1)CN1C(O[C@H](C1)C)=O)C)F